C(C)(C)NCCCC(=O)O 4-(ISOPROPYLAMINO)BUTANOIC ACID